ClC=1C=CC(=NC1)[C@H]1C=CC=2C=CC=3CCNC(C3C2O1)C (2R)-2-(5-Chloropyridin-2-yl)-10-methyl-7,8,9,10-tetrahydro-2H-pyrano[3,2-H]isoquinoline